4-Bromo-3-methyl-2-nitro-N-(2,2,2-trifluoroethyl)aniline BrC1=C(C(=C(NCC(F)(F)F)C=C1)[N+](=O)[O-])C